[7-(thiophen-3-yl)-2H-chromen-4-yl]methylamine, hydrochloride Cl.S1C=C(C=C1)C1=CC=C2C(=CCOC2=C1)CN